C(OC=1C=C(OC2=C(N)C=CC=C2)C=CC1)([2H])([2H])[2H] 2-(3-methoxy-d3-phenoxy)-aniline